C1(=CC=CC=C1)COC1=CC=C(C(=O)N2CCN(CC2)C2=NC3=CC=CC=C3C(N2)=O)C=C1 2-[4-(4-Phenylmethoxybenzoyl)piperazin-1-yl]-3H-quinazolin-4-one